2-(2'-hydroxy-4'-hydroxyphenyl)benzotriazole OC1=C(C=CC(=C1)O)N1N=C2C(=N1)C=CC=C2